Br.C[C@H]1[C@@H](NCCO1)C (2S,3S)-2,3-dimethylmorpholine hydrobromide